rel-(S)-6-((5-(azetidin-1-ylmethyl)-3-methyl-1-oxoisoindolin-2-yl)methyl)benzo[d]oxazol-2(3H)-one N1(CCC1)CC=1C=C2[C@@H](N(C(C2=CC1)=O)CC1=CC2=C(NC(O2)=O)C=C1)C |o1:8|